2-(2,6-dimethyl-4-((4-(3-(trifluoromethyl)pyridin-2-yl)piperazin-1-yl)methyl)phenoxy)-2-methylpropanoic acid ethyl ester C(C)OC(C(C)(C)OC1=C(C=C(C=C1C)CN1CCN(CC1)C1=NC=CC=C1C(F)(F)F)C)=O